1-{4-[2-Isopropyl-7-((R)-1-quinolin-3-yl-ethylamino)-2H-pyrazolo[4,3-d]pyrimidin-5-yl]-piperazin-1-yl}-ethanon C(C)(C)N1N=C2C(N=C(N=C2N[C@H](C)C=2C=NC3=CC=CC=C3C2)N2CCN(CC2)C(C)=O)=C1